N1=CC(=CC=C1)CCC#CC=1N=CC(=NC1)C(=O)OC methyl 5-(4-(pyridin-3-yl)but-1-ynyl)pyrazine-2-carboxylate